bis{3,4,6-trichloro-2-[(2-methylhexyl oxy)carbonyl] phenyl}oxalate ClC=1C(=C(C(=CC1Cl)Cl)OC(C(=O)OC1=C(C(=C(C=C1Cl)Cl)Cl)C(=O)OCC(CCCC)C)=O)C(=O)OCC(CCCC)C